ClC=1C=C(C=NC1C)B(O)O (5-chloro-6-methylpyridin-3-yl)boronic acid